2,5-dimethyl-bis(tert-butylperoxy)hexane CC(C)(CCC(C)(C)OOC(C)(C)C)OOC(C)(C)C